C(#N)N1[C@@H](CCC1)C(=O)N(C)C=1SC=C(N1)C1=CC(=NC=C1)C#N (S)-1-cyano-N-(4-(2-cyanopyridin-4-yl)thiazol-2-yl)-N-methylpyrrolidine-2-carboxamide